2-(4,4-difluoropiperidin-1-yl)-6-methyl-3-nitropyridine-4-amine FC1(CCN(CC1)C1=NC(=CC(=C1[N+](=O)[O-])N)C)F